OC1=C(C=CC(=C1)OCCO)C1=NC(=NC(=N1)C1=C(C=C(C=C1)OCCO)O)C1=CC=C(C=C1)Br 2,4-bis(2-hydroxy-4-(2-hydroxyethoxy)phenyl)-6-(4-bromophenyl)-s-triazine